N-((1s,3s)-3-(6-((4-(2-(4-(2-(2,6-dioxopiperidin-3-yl)-1,3-dioxoisoindoline-5-yl)piperazin-1-yl)-7-azaspiro[3.5]nonan-7-yl)phenyl)amino)-9H-purin-9-yl)cyclobutyl)-2-phenylacetamide O=C1NC(CC[C@@H]1N1C(C2=CC=C(C=C2C1=O)N1CCN(CC1)C1CC2(C1)CCN(CC2)C2=CC=C(C=C2)NC2=C1N=CN(C1=NC=N2)C2CC(C2)NC(CC2=CC=CC=C2)=O)=O)=O